OC1=C2C=CC=NC2=CC=C1 5-hydroxyquinoline